C(C)C(C(=O)O[C@]1([C@@](CC[C@H]1CC1=CC=C(C=C1)Cl)(C)CCl)CN1N=CN=C1)N1N=CC(=C(C1=O)Cl)F (1R,2s,5s)-5-(4-chlorobenzyl)-2-(chloromethyl)-2-methyl-1-(1H-1,2,4-triazol-1-ylmethyl)cyclopentanol ethyl-2-(5-chloro-4-fluoro-6-oxopyridazin-1(6H)-yl)acetate